FC=1C=NC=CC1COC1=CC=CC(=N1)C1CCN(CC1)[C@@H](C)C1=NC=2C(=NC(=CC2)C(=O)[O-])N1C[C@H]1OCC1 2-((S)-1-(4-(6-((3-fluoropyridin-4-yl)methoxy)pyridin-2-yl)piperidin-1-yl)ethyl)-3-(((S)-oxetan-2-yl)methyl)-3H-imidazo[4,5-b]pyridine-5-carboxylate